methyl (S)-4-(4-((benzyloxy)carbonyl)-3-(cyanomethyl)piperazin-1-yl)-7-(8-methylnaphthalen-1-yl)-5,6,7,8-tetrahydropyrido[3,4-d]pyrimidin-2-carboxylate C(C1=CC=CC=C1)OC(=O)N1[C@H](CN(CC1)C=1C2=C(N=C(N1)C(=O)OC)CN(CC2)C2=CC=CC1=CC=CC(=C21)C)CC#N